4-((4-((6-chloro-4-fluoropyridin-3-yl)ethynyl)thiazol-2-yl)methyl)morpholine ClC1=CC(=C(C=N1)C#CC=1N=C(SC1)CN1CCOCC1)F